6-methacryloyl-oxyethylnaphthalene-1,2,6-tricarboxylic acid C(C(=C)C)(=O)OCCC1(CC2=CC=C(C(=C2C=C1)C(=O)O)C(=O)O)C(=O)O